C1(CC1)COC1=CC=C(N=N1)NC([C@H](C)[C@@H]1C[C@@H](C(CC1)(F)F)C1=CNC(C=C1)=O)=O (R)-N-(6-(cyclopropylmethoxy)pyridazin-3-yl)-2-((1s,3R)-4,4-difluoro-3-(6-oxo-1,6-dihydropyridin-3-yl)cyclohexyl)propanamide